CC(CC(=O)OCC(C)(COC(CC(CC(C)(C)C)C)=O)C)CC(C)(C)C neopentyl glycol bis(3,5,5-trimethylhexanoate)